6-[5-[2-[(4-Chloro-2,3-dihydro-1H-inden-2-yl)methylamino]ethyl]-2-oxo-1,3-oxazolidin-3-yl]-4H-pyrazino[2,3-b][1,4]oxazin-3-one ClC1=C2CC(CC2=CC=C1)CNCCC1CN(C(O1)=O)C1=NC2=C(OCC(N2)=O)N=C1